(1S,1S)-2,2'-(dodecane-1,12-diylbis(oxy))bis(1-phenylethan-1-amine) C(CCCCCCCCCCCOC[C@@H](N)C1=CC=CC=C1)OCC(N)C1=CC=CC=C1